NC1=C(C=C(CNC(OC(C)(C)C)=O)C=C1)C#N tert-butyl (4-amino-3-cyanobenzyl)carbamate